(R)-tert-butyl 4-(7-bromo-2,6-dichloro-3-cyano-8-fluoroquinolin-4-yl)-2-methylpiperazine-1-carboxylate BrC1=C(C=C2C(=C(C(=NC2=C1F)Cl)C#N)N1C[C@H](N(CC1)C(=O)OC(C)(C)C)C)Cl